bicyclo[1.1.2]hexane C12CC(C1)CC2